2-ethylhexyl 2-((1R,3aS)-3-oxo-3a-propyl-1,3,3a,4,5,6-hexahydroisobenzofuran-1-yl)acetate O=C1O[C@@H](C2=CCCC[C@]12CCC)CC(=O)OCC(CCCC)CC